2-methyl-9,10-dimethacryloyloxy-1,2,3,4-tetrahydro-1,4-methanoanthracene CC1C2C3=C(C4=CC=CC=C4C(=C3C(C1)C2)OC(C(=C)C)=O)OC(C(=C)C)=O